2-methyl-1-phenyl-3-(p-tolyl)propan-1-one CC(C(=O)C1=CC=CC=C1)CC1=CC=C(C=C1)C